1-[2-(trimethylsilyl)ethoxycarbonyl]pyrrolidine-2,5-dione C[Si](CCOC(=O)N1C(CCC1=O)=O)(C)C